P(OC1=C(C=CC=C1)C)(OC1=C(C=CC=C1)C)OC1=C(C=CC=C1)C tri-tolyl phosphite